2-(6-(((1S,2R,3R,5S,6S)-2,6-difluoro-8-azabicyclo[3.2.1]octan-3-yl)(methyl)amino)-1,2,4-triazin-3-yl)-5-(1H-imidazol-1-yl)phenol F[C@@H]1[C@@H]2C[C@@H]([C@H](C[C@H]1N(C1=CN=C(N=N1)C1=C(C=C(C=C1)N1C=NC=C1)O)C)N2)F